ClC1=C(C=C(C=C1)C=1N=CN(C1)C12CC(C1)(C2)NC(CO[C@@H]2C[C@@H](C2)OC(F)(F)F)=O)F N-[3-[4-(4-chloro-3-fluoro-phenyl)imidazol-1-yl]-1-bicyclo[1.1.1]pentanyl]-2-[cis-3-(trifluoromethoxy)cyclobutoxy]acetamide